(7S)-2-Benzyl-7-methyl-3-[(1S)-1-(piperidin-4-yl)ethyl]-3H,6H,7H,8H,9H-imidazo[4,5-f]chinolin C(C1=CC=CC=C1)C=1N(C=2C(=C3CC[C@@H](NC3=CC2)C)N1)[C@@H](C)C1CCNCC1